cis-3-methoxy-1-(6-(2-methyl-2H-pyrazolo[3,4-b]pyridin-5-yl)thieno[2,3-b]pyridin-2-yl)-3-(trifluoromethyl)cyclobutanol COC1(CC(C1)(O)C1=CC=2C(=NC(=CC2)C2=CC=3C(N=C2)=NN(C3)C)S1)C(F)(F)F